C(C=C)N1N(C2=NC(=NC=C2C1=O)NC1=CC=C(C=C1)N1CC2CN(CC2C1)C)C1=NC(=CC=C1)C1(CC1)C#N 2-allyl-1-(6-(1-cyanocyclopropan-1-yl)pyridin-2-yl)-6-((4-(5-methylhexahydropyrrolo[3,4-c]pyrrol-2(1H)-yl)-phenyl)amino)-1H-pyrazolo[3,4-d]pyrimidin-3(2H)-one